O.S(C)(=O)(=O)O.NS(=O)(=O)C1=C(N=C(S1)N(C(CC1=CC=C(C=C1)C1=NC=CC=C1)=O)C)C N-[5-(amino-sulfonyl)-4-methyl-1,3-thiazol-2-yl]-N-methyl-2-[4-(2-pyridinyl)phenyl]acetamide mesylate monohydrate